tert-butyl 3-(2,3-difluorophenyl)-3-hydroxypyrrolidine-1-carboxylate FC1=C(C=CC=C1F)C1(CN(CC1)C(=O)OC(C)(C)C)O